(3S,4R)-3-fluoro-3-methyl-1-(4-{[8-(3-{[(1-methylazetidin-3-yl)sulfonyl]methyl}azetidin-1-yl)-5-(propan-2-yl)isoquinolin-3-yl]amino}pyrimidin-2-yl)piperidin-4-ol F[C@]1(CN(CC[C@H]1O)C1=NC=CC(=N1)NC=1N=CC2=C(C=CC(=C2C1)C(C)C)N1CC(C1)CS(=O)(=O)C1CN(C1)C)C